4-((2S,5R)-2,5-dimethyl-4-((R)-1-(4-(trifluoromethyl)phenyl)propyl)piperazin-1-yl)-2-methyl-1-(((S)-tetrahydrofuran-2-yl)methyl)-1H-[1,2,4]triazolo[3,4-b]purine C[C@@H]1N(C[C@H](N(C1)[C@H](CC)C1=CC=C(C=C1)C(F)(F)F)C)C=1C=2N=C(N(C2N2C(N1)=NN=C2)C[C@H]2OCCC2)C